FC=1C=C2C(=CNC2=CC1F)NC(=O)C=1N=NN(C1)C=1C=NC(=C(C1)F)C1(CCCCC1)C N-(5,6-difluoro-1H-indol-3-yl)-1-[5-fluoro-6-(1-methylcyclohexyl)pyridin-3-yl]-1,2,3-triazole-4-carboxamide